N,N-dimethyl-3-(2-((10Z,13Z)-octadeca-10,13-dien-1-yl)-2-((9Z,12Z)-octadeca-9,12-dien-1-yl)-1,3-dioxolan-4-yl)propan-1-amine CN(CCCC1OC(OC1)(CCCCCCCC\C=C/C\C=C/CCCCC)CCCCCCCCC\C=C/C\C=C/CCCC)C